5-bromo-4-(5-cyclopropyl-1,3,4-oxadiazol-2-yl)-1-(4-methoxybenzyl)-1,3-dihydro-2H-benzo[b]azepin-2-one BrC=1C2=C(N(C(CC1C=1OC(=NN1)C1CC1)=O)CC1=CC=C(C=C1)OC)C=CC=C2